1,6-dimethyl-2-((6-methyl-2-benzothiazolyl)-thioacetamidomethyl)-3-hydroxy-4-pyridone CN1C(=C(C(C=C1C)=O)O)C(NC(C)=S)C=1SC2=C(N1)C=CC(=C2)C